oxepin-5-ol O1C=CC=C(C=C1)O